CS(=O)(=O)O[C@@]12C(C[C@@H](CC1)C2(C)C)=O ((1S,4R)-7,7-dimethyl-2-oxobicyclo[2.2.1]heptan-1-yl) methanesulfonate